Methyl 2-(3-bromo-5-methoxy-phenyl)-2-methoxy-acetate BrC=1C=C(C=C(C1)OC)C(C(=O)OC)OC